C(C)(C)(C)OC(=O)N1CCC(CC1)C#CCO 4-(3-hydroxyprop-1-yn-1-yl)piperidine-1-carboxylic acid tert-butyl ester